4-Amino-3-methyl-6,7-dihydro-5H-cyclopenta[b]pyridine-2-carboxylic acid methyl ester COC(=O)C1=C(C(=C2C(=N1)CCC2)N)C